6-(2-(3',4'-difluoro-[1,1'-biphenyl]-3-yl)-2-hydroxyacetyl)-2-(1-phenylcyclopropyl)-5,6,7,8-tetrahydropyrido[4,3-d]pyrimidin-4(3H)-one FC=1C=C(C=CC1F)C1=CC(=CC=C1)C(C(=O)N1CC2=C(N=C(NC2=O)C2(CC2)C2=CC=CC=C2)CC1)O